Tert-butyl N-[(1S,3S)-3-(triazolo[1,5-a]pyridin-3-yl)cyclohexyl]carbamate N1=NC(=C2N1C=CC=C2)[C@@H]2C[C@H](CCC2)NC(OC(C)(C)C)=O